4-hydroxy-2,2-dimethyl-butyronitrile OCCC(C#N)(C)C